C(C)(=O)NC1=CC=C(NC(COC2=CC=C(C(=O)C3=C(N=C(S3)N(C3=CC=C(C=C3)F)C(C(=O)N)C)N)C=C2)=O)C=C1 (N-[5-[4-[2-(4-Acetamidoanilino)-2-oxoethoxy]benzoyl]-4-aminothiazol-2-yl]-4-fluoroanilino)propanamid